[I-].[I-].[I-].CN.[Pb+3] lead methylamine triiodide